BrC=1C=NC(=C(C(=O)NC=2C=C(C=CC2)S(=O)(C)=NC(OC(C)(C)C)=O)C1C)N1CCC(CCC1)(F)F tert-butyl ((3-(5-bromo-2-(4,4-difluoroazepan-1-yl)-4-methylnicotinamido)phenyl)(methyl)(oxo)-λ6-sulfaneylidene)carbamate